5-methyl-6-(1-methyl-1H-pyrazol-3-yl)-2-phenylpyridin-3-amine CC=1C=C(C(=NC1C1=NN(C=C1)C)C1=CC=CC=C1)N